C(C)(=O)N1CCC(CC1)OC1=CC2=C(C(N(CC(O2)C)C[C@@H](CN2CC3=CC=CC=C3CC2)O)=O)C=C1 8-[(1-acetyl-4-piperidinyl)oxy]-4-[(2R)-3-(3,4-dihydro-1H-isoquinolin-2-yl)-2-hydroxy-propyl]-2-methyl-2,3-dihydro-1,4-benzoxazepin-5-one